ClC1=C(C2=C(C(N3[C@@H](CO2)CN(CC3)C(=O)OC(C)(C)C)=O)C(=N1)OC1=C(C=CC=C1)C(C)C)Cl tert-butyl (R)-3,4-dichloro-1-(2-isopropylphenoxy)-12-oxo-6a,7,9,10-tetrahydro-12H-pyrazino[2,1-c]pyrido[3,4-f][1,4]oxazepine-8(6H)-carboxylate